SCSC(CC1SCS1)SCS 2-(2,2-bis(mercaptomethylthio)ethyl)-1,3-dithietan